NC=1C(=NC(=CN1)Br)OC=1C=NN(C1)C1=C(C=C(C#N)C=C1)Cl 4-(4-(3-amino-6-bromopyrazin-2-yloxy)-1H-pyrazol-1-yl)-3-chlorobenzonitrile